3-iodo-2-methyl-2,6-dihydropyrrolo[3,4-c]pyrazole-5(4H)-carboxylic acid tert-butyl ester C(C)(C)(C)OC(=O)N1CC2=NN(C(=C2C1)I)C